C(C)(C)NC(C1=CC=C(C=C1)C=1N=C(SC1)NC1=NC=CC=C1)=O N-Isopropyl-4-(2-(pyridin-2-ylamino)thiazol-4-yl)benzamid